2-((4-isopropylphenyl)amino)naphthalene-1,4-dione C(C)(C)C1=CC=C(C=C1)NC=1C(C2=CC=CC=C2C(C1)=O)=O